C1(=CCC1)P(O)(=O)CCCC cyclobutenyl-butyl-phosphinic acid